[Si](C)(C)(C(C)(C)C)OCCOC1=NN2C(C(=CC=C2)C=2C=NC(=CC2)F)=C1C#N 2-((tert-butyldimethylsilyloxy)ethoxy)-4-(6-fluoropyridin-3-yl)pyrazolo[1,5-a]pyridine-3-carbonitrile